(2,2-difluoroethyl)-N-(3-((1-(difluoromethyl)cyclopropyl)ethynyl)-5-fluorophenyl)-6-fluoro-[1,2,4]triazolo[4,3-a]quinazolin-5-amine FC(CC1=NN=C2N1C1=CC=CC(=C1C(=N2)NC2=CC(=CC(=C2)F)C#CC2(CC2)C(F)F)F)F